5-methyl-2-(p-methylphenyl)quinoxaline CC1=C2N=CC(=NC2=CC=C1)C1=CC=C(C=C1)C